C(N)(=S)[C@]1(CCC=2NC3=CC(=CC=C3C2C1)C)NC(OC(C)(C)C)=O (R)-tert-butyl (3-carbamothioyl-7-methyl-2,3,4,9-tetrahydro-1H-carbazol-3-yl)carbamate